FC1(CCC(CC1)C1=NOC(=N1)C1C2CNC(C1)C2)F 5-(3-(4,4-difluorocyclohexyl)-1,2,4-oxadiazol-5-yl)-2-azabicyclo[2.2.1]heptan